3-((3-(4-fluoro-3-(trifluoromethyl)phenyl)-1,2,4-oxadiazol-5-yl)methyl)-8-oxa-1,3-diazaspiro[4.5]decane-2,4-dione FC1=C(C=C(C=C1)C1=NOC(=N1)CN1C(NC2(C1=O)CCOCC2)=O)C(F)(F)F